N-(4-methyl-3-pyridin-2-ylphenyl)-2-pyrimidin-2-ylpyrrolidine-1-carboxamide CC1=C(C=C(C=C1)NC(=O)N1C(CCC1)C1=NC=CC=N1)C1=NC=CC=C1